ClC1=CC2=C(S1)[C@@]1(C[C@@H](N(CC1)CC=1C=NN(C1)CC(C(C)(O)C)O)C)OC[C@@]2(O)C(F)F 1-[4-[[(2'S,4R,7R)-2-chloro-4-(difluoromethyl)-4-hydroxy-2'-methyl-spiro[5H-thieno[2,3-c]pyran-7,4'-piperidine]-1'-yl]methyl]pyrazol-1-yl]-3-methyl-butane-2,3-diol